NC1=CC=C(C(=O)NCCCN(CC)CC)C=C1 4-amino-N-(3-(diethylamino)propyl)benzamide